C(CCCCCC(=O)OC(CCC\C=C/CC)CCC\C=C/CC)(=O)[O-] 7-(3Z,12Z)-pentadeca-3,12-dien-8-yl heptanedioate